(R)-5-(3-but-2-ynylaminopiperidin-1-yl)-2,3-dioxo-pyridine C(C#CC)N[C@H]1CN(CCC1)C1=CC(C(N=C1)=O)=O